3-(((1,2,4-oxadiazol-3-yl)methyl)amino)-4-(((5-(5-(trifluoromethyl)-1,2,4-oxadiazol-3-yl)pyridin-2-yl)methyl)amino)cyclobut-3-ene-1,2-dione O1N=C(N=C1)CNC=1C(C(C1NCC1=NC=C(C=C1)C1=NOC(=N1)C(F)(F)F)=O)=O